CC(C)(C)P(C=1N(C2=CC=CC=C2C1)C1=CC=CC=C1)C(C)(C)C 2-[bis(1,1-dimethylethyl)phosphino]-1-phenyl-1H-indole